N-(2-((1s,3s,5s)-3-cyano-2-azabicyclo[3.1.0]hex-2-yl)-2-oxoethyl)-6-fluoro-2-methylquinoline-4-carboxamide C(#N)[C@H]1N([C@H]2C[C@H]2C1)C(CNC(=O)C1=CC(=NC2=CC=C(C=C12)F)C)=O